2-Methoxy-6-(6-methoxy-4-((2-(1-(pyrimidin-5-yl)vinyl)thiazol-4-yl)methoxy)benzofuran-2-yl)imidazo[2,1-b][1,3,4]thiadiazole COC1=NN2C(S1)=NC(=C2)C=2OC1=C(C2)C(=CC(=C1)OC)OCC=1N=C(SC1)C(=C)C=1C=NC=NC1